N,O-dimethylhydroxylamine HCl salt Cl.CNOC